FC1=CC(=C(OC2=C(C=C(C=C2)C(C)(C)O)C=2C3=C(C(N(C2)C)=O)C=C(O3)C3=CN=C(N3)C(C)C)C(=C1)C)C 7-(2-(4-fluoro-2,6-dimethylphenoxy)-5-(2-hydroxypropan-2-yl)phenyl)-2-(2-isopropyl-1H-imidazole-5-yl)-5-methylfuro[3,2-c]pyridin-4(5H)-one